tert-butyl 2-(4-bromophenyl)-4,6-dihydropyrrolo[3,4-c]pyrazole-5(2H)-carboxylate BrC1=CC=C(C=C1)N1N=C2C(=C1)CN(C2)C(=O)OC(C)(C)C